FC(CN1N=C(C(=C1C(C)C)NC(=O)NS(=O)(=O)C=1C=NN2C1OCC(C2)NC)C(C)C)F N-((1-(2,2-difluoroethyl)-3,5-diisopropyl-1H-pyrazol-4-yl)carbamoyl)-6-(methylamino)-6,7-dihydro-5H-pyrazolo[5,1-b][1,3]oxazine-3-sulfonamide